ClC1=CC=C(C=C1)C1=CC(N(CC1)S(=O)(=O)C1=CC=C(C)C=C1)=O 4-(4-chlorophenyl)-1-p-toluenesulfonyl-5,6-dihydropyridin-2(1H)-one